C1(=CC=CC=C1)C1=BNC=C1 phenyl-(azaborole)